FC(C(OC)C=1SC=C(C1)C1=CC=CC=C1)(OC)F (2,2-difluoro-1,2-dimethoxyethyl)-4-phenylthiophene